FC1=CC=C(C=C1)C1=NN(C=C1C=1C2=C(N=CN1)OC(=C2)C2=CC=CC=C2)C[C@H]2CS(CCC2)(=O)=O (S)-(3S)-3-{[3-(4-Fluorophenyl)-4-(6-phenylfuro[2,3-d]pyrimidin-4-yl)-1H-pyrazol-1-yl]methyl}-1λ6-thiane-1,1-dione